N1(CCCCC1)C(=O)C1=CC2=NC(=CC=C2N1)C1=CC=NC=C1 piperidin-1-yl(5-(pyridin-4-yl)-1H-pyrrolo[3,2-b]pyridin-2-yl)methanone